C1=CNC(=C1)CC2=CC=C(N2)CC3=CC=C(N3)CC4=CC=CN4 The molecule is a linear tetrapyrrole fundamental parent that consists of four pyrrole units connected via methylene linkages between positions 2 and 5. It is a tetrapyrrole fundamental parent and a member of bilanes.